CN(C1C[C@@H]2[C@@H](OC(O2)(CCCCCCCC\C=C/C\C=C/CCCCC)CCCCCCCC\C=C/C\C=C/CCCCC)C1)C (3aR,5s,6aS)-N,N-dimethyl-2,2-di((9Z,12Z)-octadec-9,12-dienyl)tetrahydro-3aH-cyclopenta[d][1,3]dioxolen-5-amine